FC=1C=C(C=C(C1)F)N1C=C(C2=C1N=CN=C2N2C[C@H](N(CC2)C(=O)OCC)C)C2=NC=CN=C2C Ethyl (R)-4-(7-(3,5-difluorophenyl)-5-(3-methylpyrazin-2-yl)-7H-pyrrolo[2,3-d]pyrimidin-4-yl)-2-methylpiperazine-1-carboxylate